N-(3-bromo-2-chloro-phenyl)-2-(trifluoromethyl)-7-vinyl-pyrido[3,2-d]pyrimidin-4-amine BrC=1C(=C(C=CC1)NC=1C2=C(N=C(N1)C(F)(F)F)C=C(C=N2)C=C)Cl